(S)-2-(3-methoxy-2-((6-oxo-5-(trifluoromethyl)-1,6-dihydropyridazin-4-yl)amino)propoxy)-N-methyl-N-(1-(5-(trifluoromethyl)pyrimidin-2-yl)piperidin-4-yl)acetamide COC[C@@H](COCC(=O)N(C1CCN(CC1)C1=NC=C(C=N1)C(F)(F)F)C)NC=1C=NNC(C1C(F)(F)F)=O